C[C@H]1N(C[C@H](N(C1)C1=NC=C(C=N1)C(F)(F)F)C)C(=O)O[C@H](CC1=CNC(C(=C1)C(F)(F)F)=O)C (S)-1-(6-oxo-5-(trifluoromethyl)-1,6-dihydropyridin-3-yl)propan-2-yl (2R,5R)-2,5-dimethyl-4-(5-(trifluoromethyl)pyrimidin-2-yl)piperazine-1-carboxylate